3-(2-fluoro-4-(2-trimethylsilylethynyl)phenoxy)azetidine-1-carboxylic acid tert-butyl ester C(C)(C)(C)OC(=O)N1CC(C1)OC1=C(C=C(C=C1)C#C[Si](C)(C)C)F